(R)-N-((S)-1-(4-(ethylthio)phenyl)-2-methoxyethyl)-2-methylpropane-2-sulfinamide C(C)SC1=CC=C(C=C1)[C@@H](COC)N[S@](=O)C(C)(C)C